3-amino-N-[(3R)-6-cyano-7-{3,8-diazabicyclo[3.2.1]octan-3-yl}-5-fluoro-3,4-dihydro-2H-1-benzopyran-3-yl]-4,6-dimethylthieno[2,3-b]pyridine-2-carboxamide NC1=C(SC2=NC(=CC(=C21)C)C)C(=O)N[C@H]2COC1=C(C2)C(=C(C(=C1)N1CC2CCC(C1)N2)C#N)F